B([O-])([O-])[O-].[Zn+2].B([O-])([O-])[O-].[Zn+2].[Zn+2] Zinc borate